COC([C@@H](NCC1=CC(=CC=C1)C=1OC(=NN1)C=1C(=C(C=CC1)C1=CC=CC=C1)C)CC(C)C)=O (3-(5-(2-methyl-[1,1'-biphenyl]-3-yl)-1,3,4-oxadiazol-2-yl)benzyl)-L-leucine methyl ester